C(C1=CC=CC=C1)OC=1C(=NN(C1C)COCC[Si](C)(C)C)C(C)(C)C 4-(benzyloxy)-3-(tert-butyl)-5-methyl-1-((2-(trimethylsilyl)ethoxy)methyl)-1H-pyrazole